CC(CC1=C(C=C(C=C1)C)S)N1CCOCC1 2-methyl-1-[4-methyl-sulfhydryl-phenyl]-2-morpholinoethane